methyl (2S)-8-(imidazo[1,5-a]pyridin-7-ylmethylamino)chromane-2-carboxylate C=1N=CN2C1C=C(C=C2)CNC=2C=CC=C1CC[C@H](OC21)C(=O)OC